C1=C2C=3C=CC=CC3N3C2=C(C=C1)C1=CC=CC=C13 indolo(3,2,1-jk)carbazole